N1(CCNCC1)C1=CC=C(CSC2=NC(=CC(=N2)C=2SC=CC2)C(F)(F)F)C=C1 2-((4-(piperazin-1-yl)benzyl)thio)-4-(thiophen-2-yl)-6-(trifluoromethyl)pyrimidine